[Li].C(CCCCCCCCCCCCCCC)(=O)SCCNC(CCNC([C@@H](C(COP(OP(OC[C@@H]1[C@H]([C@H]([C@@H](O1)N1C=NC=2C(N)=NC=NC12)O)OP(=O)(O)O)(=O)O)(=O)O)(C)C)O)=O)=O Palmitoyl-coenzyme A lithium